ClC=1C(=CC(=C(C(=O)NC2=CC(=CC=C2)[S@@](=O)(=N)C)C1)N1C[C@H](OCC1)C(F)(F)F)C(F)(F)F 5-chloro-N-(3-((R)-S-methylsulfonimidoyl)phenyl)-4-(trifluoromethyl)-2-((S)-2-(trifluoromethyl)morpholino)benzamide